FC(C1(CC1)C1=CC=C(N)C=C1)(F)F 4-(1-(trifluoromethyl)cyclopropyl)aniline